ClC1=C2C=CNC2=C(C=C1)C1=C2C(=NC(=C1C#N)N1CC3(CN(C3)C(C=C)=O)CC1)CC(OC2)(C)C 4-(4-chloro-1H-indol-7-yl)-7,7-dimethyl-2-(2-(2-propenoyl)-2,6-diazaspiro[3.4]octan-6-yl)-7,8-dihydro-5H-pyrano[4,3-b]pyridine-3-carbonitrile